C(C)C=1C=2N(C=CC1)N=C(C2)[C@H]2N(CCC1=C2N=CN1)C(=O)C=1OC(=NN1)C(C)(C)F (S)-(4-(4-ethylpyrazolo[1,5-a]pyridin-2-yl)-1,4,6,7-tetrahydro-5H-imidazo[4,5-c]pyridin-5-yl)(5-(2-fluoropropan-2-yl)-1,3,4-oxadiazol-2-yl)methanone